N1CC(CC1)COC1=C(C=CC=C1)C1=CC(=NO1)NC=1N=CC(=NC1)C#N 5-(5-(2-(pyrrolidin-3-ylmethoxy)phenyl)isoxazol-3-ylamino)pyrazine-2-carbonitrile